(3,5-dibromophenyl)methyl pentanoate C(CCCC)(=O)OCC1=CC(=CC(=C1)Br)Br